3,3-dimethyl-N-(2-phenylquinolin-6-yl)butanamide CC(CC(=O)NC=1C=C2C=CC(=NC2=CC1)C1=CC=CC=C1)(C)C